C(CCCCCCC)P([O-])(=O)CCCCCCCC.[Al+3].C(CCCCCCC)P([O-])(=O)CCCCCCCC.C(CCCCCCC)P([O-])(=O)CCCCCCCC aluminium dioctylphosphinate